3-Chloro-6-[1-[2-(4,4-dimethyl-1-piperidyl)-6-methyl-4-oxo-chromen-8-yl]ethylamino]-2-fluoro-benzoic acid ClC=1C(=C(C(=O)O)C(=CC1)NC(C)C=1C=C(C=C2C(C=C(OC12)N1CCC(CC1)(C)C)=O)C)F